FC1=C(C(=CC=C1)OC)C1=NC=CC2=C1CN(C2=O)C2=NC(=NC(=C2)C)N2CC1CCC(C2)N1C 4-(2-fluoro-6-methoxyphenyl)-2-(6-methyl-2-(8-methyl-3,8-diazabicyclo[3.2.1]oct-3-yl)pyrimidin-4-yl)-2,3-dihydro-1H-pyrrolo[3,4-c]pyridin-1-one